((5-nitro-2-furyl)[4-(4-nitrophenyl)-1-piperazinyl])-methanone [N+](=O)([O-])C1=CC=C(O1)C1N(CCN(C1)C1=CC=C(C=C1)[N+](=O)[O-])C=O